C(C)C1=C2C(=CC(=CC2=CC=C1F)O)C1=C(C=2N=C(N=C(C2C=N1)N1CC(CCCCC1)S(=O)(=O)C)OC[C@]12CCCN2C[C@@H](C1)F)F 5-ethyl-6-fluoro-4-(8-fluoro-2-(((2R,7aS)-2-fluorohexahydro-1H-pyrrolizin-7a-yl)methoxy)-4-(3-(methylsulfonyl)azocan-1-yl)pyrido[4,3-d]pyrimidin-7-yl)naphthalen-2-ol